CS(=O)(=O)NC=1C=NC2=CC(=NC(=C2C1)OC1CCC(CC1)NC1=NC=C(C=N1)OCCN1CCN(CC1)C(=O)OC(C)(C)C)N1CCOCC1 tert-butyl 4-[2-[2-[[4-[[3-(methanesulfonamido)-7-morpholino-1,6-naphthyridin-5-yl]oxy]cyclohexyl]amino]pyrimidin-5-yl]oxyethyl]piperazine-1-carboxylate